6-((1H-Indazol-4-yl)methyl)-2-(amino(phenyl)methyl)-4-methyl-4H-thiazolo[5',4':4,5]pyrrolo[2,3-d]pyridazin-5(6H)-one N1N=CC2=C(C=CC=C12)CN1N=CC2=C(C1=O)N(C1=C2SC(=N1)C(C1=CC=CC=C1)N)C